BrC1=CC(=C(C(=O)OC)C=C1)C(C#N)C#N methyl 4-bromo-2-(dicyanomethyl)benzoate